7-(3-methylpiperazin-1-yl)-4H-pyrido[1,2-a][1,3,5]triazin-4-one hydrochloride Cl.CC1CN(CCN1)C=1C=CC=2N(C(N=CN2)=O)C1